C(C)OC(=O)C1=CC(=NN1)COC Ethyl-3-(methoxymethyl)-1H-pyrazole-5-carboxylate